(S)-1-((2-((1-isopropoxypropan-2-yl)amino)pyridin-4-yl)methyl)-5,5-dimethyl-3-(4-(1-(trifluoromethyl)cyclopropyl)phenyl)imidazolidine-2,4-dione C(C)(C)OC[C@H](C)NC1=NC=CC(=C1)CN1C(N(C(C1(C)C)=O)C1=CC=C(C=C1)C1(CC1)C(F)(F)F)=O